(E)-ethyl 4-(3-methoxy-4-((3-(o-tolyl)acryloyl)oxy)phenyl)-6-methyl-2-thioxo-1,2,3,4-tetrahydropyrimidine-5-carboxylate COC=1C=C(C=CC1OC(\C=C\C1=C(C=CC=C1)C)=O)C1NC(NC(=C1C(=O)OCC)C)=S